N-(2-{imidazo[1,2-a]pyridin-3-yl}prop-2-yl)azetidine-3-carboxamide N=1C=C(N2C1C=CC=C2)C(C)(C)NC(=O)C2CNC2